CN1C=NC2=C1C=NC(=C2)NNC(=O)[C@@H]2C[C@@H](CCC2)NC(OC(C)(C)C)=O tert-butyl N-[(1R,3S)-3-[[(3-methylimidazo[4,5-c]pyridine-6-yl)amino]carbamoyl]cyclohexyl]carbamate